BrC=1C=CC=2N(C(C=CN2)=O)C1 7-bromo-4H-pyrido[1,2-a]pyrimidin-4-one